[C@H]12OC[C@H](N(C1)C1CCN(CC1)C1=NC(=C(C=C1NC(C=C)=O)NC1=NC=NC(=C1)N1OCC[C@@H]1C1=CC(=CC(=C1)F)F)OC)C2 N-(2-(4-((1R,4R)-2-oxa-5-azabicyclo[2.2.1]heptan-5-yl)piperidin-1-yl)-5-((6-((R)-3-(3,5-difluorophenyl)isoxazolidin-2-yl)pyrimidin-4-yl)amino)-6-methoxypyridin-3-yl)acrylamide